ClC1=C(C=CC(=C1)NC=1C=2N(C=CN1)C(=CN2)C=2C(=NN(C2)C(F)F)C(F)(F)F)C(=O)N2CC1(C2)CNC1 [2-chloro-4-[[3-[1-(difluoromethyl)-3-(trifluoromethyl)pyrazol-4-yl]imidazo[1,2-a]pyrazin-8-yl]amino]phenyl]-(2,6-diazaspiro[3.3]heptan-2-yl)methanone